BrC=1C=C(C(N(C1)C)=O)NC1=NC=C(C=C1)N1[C@@H](CN(CC1)C1COC1)C (R)-5-Bromo-1-methyl-3-(5-(2-methyl-4-(oxetan-3-yl)piperazin-1-yl)pyridin-2-ylamino)pyridin-2(1H)-one